OC=1C(=C(C(=O)C2=CC=C(C=C2)OC(C)(C)C)C=CC1OC(C)(C)C)O dihydroxy-4,4'-di-tert-butoxybenzophenone